BrC=1C=C(C=CC1)N1N=CC(=C1)CC#N 2-[1-(3-bromophenyl)pyrazol-4-yl]acetonitrile